2-((3aS,4R,6aR)-4-(4-chloro-7H-pyrrolo[2,3-d]pyrimidin-7-yl)-2,2-dimethyl-3a,6a-dihydro-4H-cyclopenta[d][1,3]dioxol-6-yl)propan-2-ol ClC=1C2=C(N=CN1)N(C=C2)[C@@H]2C=C([C@H]1OC(O[C@H]12)(C)C)C(C)(C)O